C1C2CC(=O)C1C=C2 Norbornenone